ClC1=NC=NC(=C1)C1=CC(=CC=C1)OC 4-chloro-6-(3-methoxyphenyl)pyrimidine